ClC=1C=C(C=CC1OCC1CC1)C1=CC(=CN=N1)C(=O)NCC=1C(=NC=CC1)N1CC2(COC2)C1 6-[3-chloro-4-(cyclopropylmethoxy)phenyl]-N-[[2-(2-oxa-6-azaspiro[3.3]hept-6-yl)-3-pyridinyl]methyl]pyridazine-4-carboxamide